3-((bis(2-methoxyethyl)amino)methyl)-5-chloro-2-hydroxybenzoic acid COCCN(CCOC)CC=1C(=C(C(=O)O)C=C(C1)Cl)O